ClC1=CC=C(CCN[C@H](C(=O)C2=CNC3=CC(=CC=C23)C=2OC(=NN2)C)C2=CC=CC=C2)C=C1 |r| (S)- and (R)-2-((4-chlorophenethyl)amino)-1-(6-(5-methyl-1,3,4-oxadiazol-2-yl)-1H-indol-3-yl)-2-phenylethan-1-one